N-((2-(6-(3-cyclopropyl-3-hydroxyazetidin-1-yl)pyridin-2-yl)-1,6-naphthyridin-7-yl)methyl)-5-(methylsulfonyl)nicotinamide C1(CC1)C1(CN(C1)C1=CC=CC(=N1)C1=NC2=CC(=NC=C2C=C1)CNC(C1=CN=CC(=C1)S(=O)(=O)C)=O)O